2-chloro-1,1-diethoxyethane ClCC(OCC)OCC